5-(2-Nitrophenyl)-2-phenylAzole-4-carboxylic acid ethyl ester C(C)OC(=O)C=1C=C(NC1C1=C(C=CC=C1)[N+](=O)[O-])C1=CC=CC=C1